NC/C(/CN1N=C2N(C=C(C=C2)C2=CC(=NC=C2)NC(C)=O)C1=O)=C\F N-(4-{2-[(2E)-2-(aminomethyl)-3-fluoroprop-2-en-1-yl]-3-oxo-2,3-dihydro[1,2,4]triazolo[4,3-a]pyridin-6-yl}pyridin-2-yl)acetamide